NC1=C2N=C(N(C2=NC=N1)CCS(=O)(=O)N)SC1=CC2=C(CCO2)C=C1I 2-[6-Amino-8-(5-iodo-2,3-dihydro-benzofuran-6-ylsulfanyl)-purin-9-yl]-ethanesulfonic acid amide